5-(1,6-dimethyl-1H-pyrazolo[3,4-b]pyridin-4-yl)-3-methyl-1-((4-(piperidin-1-yl)bicyclo[2.2.2]octan-1-yl)methyl)-4,5,6,7-tetrahydro-1H-pyrazolo[4,3-c]pyridine CN1N=CC=2C1=NC(=CC2N2CC1=C(CC2)N(N=C1C)CC12CCC(CC1)(CC2)N2CCCCC2)C